Methyl 5-((R)-2-(((tert-butoxycarbonyl) ((R)-1-(naphthalen-1-yl) ethyl) amino) methyl)-2H-benzopyran-4-yl)-2-methylbenzoate C(C)(C)(C)OC(=O)N([C@H](C)C1=CC=CC2=CC=CC=C12)C[C@@H]1OC2=C(C(=C1)C=1C=CC(=C(C(=O)OC)C1)C)C=CC=C2